ICC\C=C\CCCCCCCCCC(OC)OC (3E)-1-iodo-14,14-dimethoxy-3-tetradecene